N1-(5-chloro-4-(5-(cyclopropylmethyl)-1-methyl-1H-pyrazol-4-yl)pyrimidin-2-yl)bicyclo[2.2.2]octane-1,4-diamine ClC=1C(=NC(=NC1)NC12CCC(CC1)(CC2)N)C=2C=NN(C2CC2CC2)C